4-(2,4,6-trimethylphenylamino)anthraquinone 2-thiothymidine-5'-triphosphate P(O)(=O)(OP(=O)(O)OP(=O)(O)O)OC[C@@H]1[C@H](C[C@@H](O1)N1C(=S)NC(=O)C(C)=C1)O.CC1=C(C(=CC(=C1)C)C)NC1=CC=CC=2C(C3=CC=CC=C3C(C12)=O)=O